4-chloropyridinecarboxamide ClC1=CC(=NC=C1)C(=O)N